2'-chloro-6-fluoro-5'-(2-(((1r,4r)-4-hydroxy-4-methylcyclohexyl)amino)-1-phenylethyl)-5-(1H-pyrazol-1-yl)-[1,1'-biphenyl]-2-carbonitrile ClC1=C(C=C(C=C1)C(CNC1CCC(CC1)(C)O)C1=CC=CC=C1)C=1C(=CC=C(C1F)N1N=CC=C1)C#N